L-lysyl-L-tyrosyl-L-phenylalanine N[C@@H](CCCCN)C(=O)N[C@@H](CC1=CC=C(C=C1)O)C(=O)N[C@@H](CC1=CC=CC=C1)C(=O)O